(S)-7-((3S,5R)-4-acryloyl-3,5-dimethylpiperazin-1-yl)-10-(4-fluorophenyl)-3-(methoxymethyl)-9-(trifluoromethyl)-2H-[1,4]thiazino[2,3,4-ij]quinazolin-5(3H)-one C(C=C)(=O)N1[C@H](CN(C[C@H]1C)C1=NC(N2C3=C(C(=C(C=C13)C(F)(F)F)C1=CC=C(C=C1)F)SC[C@@H]2COC)=O)C